[2(R)-{ethoxycarbonylpropylamino}-2-phenylethyl]-5-bromo-1-[2-fluoro-6-(trifluoromethyl)benzyl]-6-methyl-pyrimidine-2,4(1H,3H)-dione C(C)OC(=O)CCCN[C@@H](CN1C(N(C(=C(C1=O)Br)C)CC1=C(C=CC=C1C(F)(F)F)F)=O)C1=CC=CC=C1